CN1N=CC(=C1C1CCN(CC1)C1=CC(=C(C(=N1)C(F)(F)F)C#N)[C@@H]1C[C@H](C1)N1CCN(CC1)C(C=C)=O)C 6-(4-(1,4-dimethyl-1H-pyrazol-5-yl)-1-piperidinyl)-4-(trans-3-(4-(2-propenoyl)-1-piperazinyl)cyclobutyl)-2-(trifluoromethyl)-3-pyridinecarbonitrile